N,N-dimethylaminoethyl-methacrylamide CNN(C(C(=CCC)C)=O)NC